2-amino-N-((5-(dimethylcarbamoyl)-2-pyridinyl)methyl)-N-((3-fluoro-2-pyridinyl)methyl)-3-methyl-6-quinolinecarboxamide NC1=NC2=CC=C(C=C2C=C1C)C(=O)N(CC1=NC=CC=C1F)CC1=NC=C(C=C1)C(N(C)C)=O